NC=1C2=C(N=CN1)N(C=C2C=2C(=C1CCN(C1=CC2)C(CC2=C(C=CC(=C2)C(F)(F)F)F)=O)F)C2CC(C2)O 1-(5-(4-amino-7-(3-hydroxycyclobutyl)-7H-pyrrolo[2,3-d]pyrimidin-5-yl)-4-fluoroindolin-1-yl)-2-(2-fluoro-5-(tri-fluoromethyl)phenyl)-ethan-1-one